1-(2-chlorophenyl)-(S)-1-methoxymethoxypropyl-(S)-2-cyclopropylcarbamate ClC1=C(C=CC=C1)[C@H]1[C@H](C1)N(C([O-])=O)C(CC)OCOC